COC=1C=2N(C=C(C1)C1=C(C(=NN1)C1=NC=C(C(=C1)C)C1CCN(CC1)CCS(=O)(=O)C)CC(F)(F)F)N=CN2 8-methoxy-6-(3-(4-methyl-5-(1-(2-(methylsulfonyl)ethyl)piperidin-4-yl)pyridin-2-yl)-4-(2,2,2-trifluoroethyl)-1H-pyrazol-5-yl)-[1,2,4]triazolo[1,5-a]pyridine